C(C)(C)(C)OC(NCC1=CC(=CC(=C1)C=1C=NN(C1)C=1C=NC=CC1)F)=O (3-Fluoro-5-(1-(pyridin-3-yl)-1H-pyrazol-4-yl)benzyl)carbamic acid tert-butyl ester